N-(3-(N-acetyl-S-methylsulfonimidoyl)phenyl)-3-cyclopropyl-1-((3,3-difluoro-1-methylcyclobutyl)methyl)-4-(trifluoromethyl)-1H-pyrazole-5-carboxamide C(C)(=O)N=S(=O)(C)C=1C=C(C=CC1)NC(=O)C1=C(C(=NN1CC1(CC(C1)(F)F)C)C1CC1)C(F)(F)F